NN1C=NC=2NC(N(C2C1=O)CC1=CC(=CC=C1)F)=O amino-7-(3-fluorobenzyl)-7,9-dihydro-1H-purine-6,8-dione